(4-((4-amino-7-bromo-2-(pentan-2-yl)-1H-imidazo[4,5-c]quinolin-1-yl)methyl)benzyl)carbamic acid tert-butyl ester C(C)(C)(C)OC(NCC1=CC=C(C=C1)CN1C(=NC=2C(=NC=3C=C(C=CC3C21)Br)N)C(C)CCC)=O